NC=1C2=C(N=CN1)N(C=C2)[C@H]2[C@](O)([C@@H]([C@H](O2)CO)F)C 4-amino-7-(3-deoxy-3-fluoro-2-C-methyl-β-D-ribofuranosyl)-7H-pyrrolo[2,3-d]pyrimidine